ClC=1C=C(C=CC1Cl)C=1N(C(=CC(C1C(=O)OCC)=O)CN1N=CN=C1CC)CC ethyl 2-(3,4-dichlorophenyl)-1-ethyl-6-[(5-ethyl-1,2,4-triazol-1-yl)methyl]-4-oxo-pyridine-3-carboxylate